3-(acetyl-d3)pyridine C(C([2H])([2H])[2H])(=O)C=1C=NC=CC1